4-bromo-6-methoxy-pyridine-3-carbonitrile BrC1=C(C=NC(=C1)OC)C#N